Cyclohexylammonium 2-(3-benzoylphenyl)propionate C(C1=CC=CC=C1)(=O)C=1C=C(C=CC1)C(C(=O)[O-])C.C1(CCCCC1)[NH3+]